3-(4-((2,7-Diazaspiro[3.5]non-2-yl)methyl)benzyl)-5-butoxy-1H-pyrazolo[4,3-d]pyrimidin-7-amine C1N(CC12CCNCC2)CC2=CC=C(CC1=NNC3=C1N=C(N=C3N)OCCCC)C=C2